P(=O)(OC1OCCC1)([O-])[O-] tetrahydrofuran-2-yl phosphate